2,3,4-trifluorophenylboric acid FC1=C(C=CC(=C1F)F)OB(O)O